OCCC(CCO)CCO 3-hydroxyethyl-1,5-pentanediol